O=C1NC(CCC1C1=NN(C2=C(C=CC=C12)N1CCC(CC1)C(=O)O)C)=O 1-(3-(2,6-dioxopiperidin-3-yl)-1-methyl-1H-indazol-7-yl)piperidine-4-carboxylic acid